C(CCCCCC)#N enanthonitrile